C(CCCCCCCCCCC)(=O)C(CC)(S(=O)(=O)[O-])C.[Na+].BrC=1C(=CC(=C(C1)CO)F)C(F)(F)F (5-bromo-2-fluoro-4-(trifluoromethyl)phenyl)methanol sodium lauroyl-methylpropanesulfonate